5-(5-bromopyrimidin-2-yl)-4-chloro-7-methyl-7H-pyrrolo[2,3-d]pyrimidine BrC=1C=NC(=NC1)C1=CN(C=2N=CN=C(C21)Cl)C